BrC12CC3CC(CC(C1)C3)C2 (3s,5s,7s)-1-bromo-adamantane